4-((S)-1-((S)-1-((1-(2,4-Difluorobenzyl)-1H-imidazol-4-yl)amino)-1-oxopropan-2-yl)-4,4-difluoropiperidin-3-yl)pyridine 1-oxide FC1=C(CN2C=NC(=C2)NC([C@H](C)N2C[C@@H](C(CC2)(F)F)C2=CC=[N+](C=C2)[O-])=O)C=CC(=C1)F